1-(2,4-Difluoro-phenyl)-3b,4,4a,5-tetrahydro-1H-cyclopropa[3,4]cyclopenta[1,2-c]pyrazole-3-carboxylic Acid (1-Methyl-1-pyridin-4-yl-ethyl)-amide CC(C)(C1=CC=NC=C1)NC(=O)C=1C2=C(N(N1)C1=C(C=C(C=C1)F)F)CC1C2C1